2-(cyclopropylamino)-8-[4-[2-(dimethylamino)ethyl-methyl-amino]phenyl]-6-(5-methyl-4-prop-2-enoyl-2,3-dihydroquinoxalin-1-yl)pyrido[2,3-d]pyrimidin-7-one C1(CC1)NC=1N=CC2=C(N1)N(C(C(=C2)N2CCN(C1=C(C=CC=C21)C)C(C=C)=O)=O)C2=CC=C(C=C2)N(C)CCN(C)C